5,5-dimethylpiperidine-3-carboxamide CC1(CC(CNC1)C(=O)N)C